OCCN(C1=CC=CC=C1)CCO bis(2-hydroxyethyl)aniline